C(\C=C(/C)\CCC=C(C)C)OC(C=1C(O)=CC=CC1)=O salicylic acid geranyl ester